FCCN1CCN(CC1)C1=NC=2N(C=C1)N=C(C2C(=O)N)C=2OC=CC2 [4-(2-fluoroethyl)piperazin-1-yl]-2-(2-furyl)pyrazolo[1,5-a]pyrimidine-3-carboxamide